S(=O)(=O)(C1=CC=C(C)C=C1)N1C=C(C=C1)/C(=C/C(=O)O)/C (E)-3-(1-tosyl-3-pyrrolyl)-2-butenoic acid